BrC=1C=C(C=CC1)C(C(=O)O)N1C(C=C(C(=C1)CCN(C)C)C(F)(F)F)=O (3-bromophenyl)({5-[2-(dimethylamino)ethyl]-2-oxo-4-(trifluoromethyl)pyridin-1-yl})acetic acid